FC(C)(F)C1=NC=CC(=N1)N1CC(C=2C=NC(=CC21)NC(C)=O)(C)C N-(1-(2-(1,1-difluoroethyl)pyrimidin-4-yl)-3,3-dimethyl-2,3-dihydro-1H-pyrrolo[3,2-c]pyridin-6-yl)acetamide